FC=1C=C(CC2(NC(C=3N2C(C(=CC3)NC3=NC=NC=C3)=O)=O)C)C=CC1 3-(3-fluorobenzyl)-3-methyl-6-(pyrimidin-4-ylamino)-2,3-dihydroimidazo[1,5-a]pyridine-1,5-dione